C1=CC=C(C=C1)C2=C3C=CC4=C(C=CN=C4C3=NC=C2)C5=CC=CC=C5.C1=CC=C(C=C1)C2=C3C=CC4=C(C=CN=C4C3=NC=C2)C5=CC=CC=C5.C1=CC=C(C=C1)C2=C3C=CC4=C(C=CN=C4C3=NC=C2)C5=CC=CC=C5.[Ru+2] The molecule is a ruthenium coordination entity consisting of ruthenium(II) bound to three 4,7-diphenyl-1,10-phenanthroline units. It has a role as a fluorochrome.